(E)-N-(4-(1-(6-(4-(6-(2-(2,6-dioxopiperidin-3-yl)-1-oxoisoindoline-4-yl)hex-5-yn-1-yl)piperazin-1-yl)nicotinoyl)piperidin-4-yl)butyl)-3-(pyridin-3-yl)acrylamide O=C1NC(CCC1N1C(C2=CC=CC(=C2C1)C#CCCCCN1CCN(CC1)C1=NC=C(C(=O)N2CCC(CC2)CCCCNC(\C=C\C=2C=NC=CC2)=O)C=C1)=O)=O